NC1=C2C(=NC=N1)N(N=C2I)C(C)C=2OC1=CC=CC=C1C(C2C2=CC(=CC=C2)F)=O 2-(1-(4-amino-3-iodo-1H-pyrazolo[3,4-d]pyrimidin-1-yl)ethyl)-3-(3-fluorophenyl)-4H-chromen-4-one